magnesium (pentyl) bromide C(CCCC)Br.[Mg]